OS(=O)(=O)OS(=O)(=O)O sulfuric acid anhydride